ClC1=CC=C(C=C1)C1=CC=CC=2C3=CC=CC=C3C(C12)=O 1-(4-chloro-phenyl)-fluoren-9-one